1-(1-((2-((4-(4-amino-2,3-dihydro-1H-inden-5-yl)pyridin-2-yl)oxy)ethyl)(methyl)amino)-2-methylpropan-2-yl)-1H-pyrazole-3-sulfonamide NC1=C2CCCC2=CC=C1C1=CC(=NC=C1)OCCN(CC(C)(C)N1N=C(C=C1)S(=O)(=O)N)C